C(#C)C=1N=C(SC1)C 4-ethynyl-2-methylthiazole